tert-butyl 6-methyl-2-(4-(trifluoromethyl)pyridin-2-yl)-2,8-diazaspiro[4.5]decane-8-carboxylate CC1C2(CCN(C2)C2=NC=CC(=C2)C(F)(F)F)CCN(C1)C(=O)OC(C)(C)C